1-(phenylsulfonyl)-6-(difluoromethyl)pyrrolo[2,3-b]pyridine C1(=CC=CC=C1)S(=O)(=O)N1C=CC=2C1=NC(=CC2)C(F)F